N-[(5-cyclopropyl-6-fluoropyridin-2-yl)(phenyl)methyl]-4-fluoro-1-[2-(1,3-oxazol-2-yl)acetyl]pyrrolidine-2-carboxamide C1(CC1)C=1C=CC(=NC1F)C(NC(=O)C1N(CC(C1)F)C(CC=1OC=CN1)=O)C1=CC=CC=C1